dipentaerythritol pentahydroxystearate OC(C(C(C(=O)OCC(CO)(COCC(CO)(CO)CO)CO)(O)O)(O)O)CCCCCCCCCCCCCC